OC(C)(C)C1=CC(=NC(=N1)C1=CN=CN1C)C(=O)NC1CCC(CC1)OC 6-(2-hydroxy-prop-2-yl)-N-(4-methoxy-cyclohexyl)-2-(1-methyl-1H-imidazol-5-yl)pyrimidine-4-carboxamide